N-(1-(2-fluorophenyl)-2-methylpent-4-en-2-yl)thieno[3,2-b]pyridine-6-carboxamide FC1=C(C=CC=C1)CC(CC=C)(C)NC(=O)C=1C=C2C(=NC1)C=CS2